CSC1=CC=C(OC2=CC=C(C(=O)O)C=C2)C=C1 t-4-(4-(methylthio)phenoxy)benzoic acid